4-((4-(5-(2,4-dioxotetrahydropyrimidin-1(2H)-yl)-4,6-difluoro-3-methyl-1H-indol-1-yl)piperidin-1-yl)methyl)-4-fluoropiperidine-1-carboxylate O=C1N(CCC(N1)=O)C=1C(=C2C(=CN(C2=CC1F)C1CCN(CC1)CC1(CCN(CC1)C(=O)[O-])F)C)F